Naphthyridin-2(1H)-one N1C(C=CC2=CC=CN=C12)=O